2-chloro-3-(chloromethyl)pyridine hydrochloride Cl.ClC1=NC=CC=C1CCl